sodium permanganate, permanganate salt [Mn](=O)(=O)(=O)[O-].[Mn](=O)(=O)(=O)O.[Na+]